C1C(CC2=CC=CC=C12)NC1=NC=C(C=N1)C=1C(=NN(C1)CC(=O)N1CC2=C(CC1)NN=N2)C(=O)N2CCCCC2 2-(4-{2-[(2,3-dihydro-1H-inden-2-yl)amino]pyrimidin-5-yl}-3-(piperidine-1-carbonyl)-1H-pyrazol-1-yl)-1-{1H,4H,5H,6H,7H-[1,2,3]triazolo[4,5-c]pyridin-5-yl}ethan-1-one